6-cyclopropyl-2-(2,6-dimethylpyridin-4-yl)-3-isopropyl-5,6,7,8-tetrahydro-1H-pyrrolo[2,3-g]isoquinoline C1(CC1)N1CC=2C=C3C(=CC2CC1)NC(=C3C(C)C)C3=CC(=NC(=C3)C)C